OCC12CN(CC2C1)C1=NC=CC(=C1)N1N=CC2=CC=C(C=C12)OC1CCCC=2C=C(C=NC12)C#N 8-((1-(2-(1-(Hydroxymethyl)-3-azabicyclo[3.1.0]hexan-3-yl)pyridin-4-yl)-1H-indazol-6-yl)oxy)-5,6,7,8-tetrahydroquinoline-3-carbonitrile